CarbeneBis(Phenol) C(C1=C(C=CC=C1)O)C1=C(C=CC=C1)O